2-(2-chloro-5-methylpyrimidin-4-yl)-6-(3,4-difluorobenzyl)-5-(methoxymethyl)-5,6-dihydropyrazolo[1,5-c]pyrimidin-7(4H)-one ClC1=NC=C(C(=N1)C1=NN2C(N(C(CC2=C1)COC)CC1=CC(=C(C=C1)F)F)=O)C